1-(4-methoxyphenyl)-3-trifluoromethyl-azulene COC1=CC=C(C=C1)C1=CC(=C2C=CC=CC=C12)C(F)(F)F